BrC1(C(C1CCCCC)CCC(=O)O)Br 3-(2,2-dibromo-3-pentylcyclopropyl)propionic acid